CS(=O)(=O)[O-].C(CCC)N1C=[N+](C=C1)C 1-Butyl-3-methylimidazolium methansulfonat